C(C#C)OC=1C=2N=CN([C@H]3C[C@H](O)[C@@H](CO)O3)C2N=C(N1)N O6-propargyl-2'-deoxyguanosine